N-(4-((S*)-2-(6-aminopyridin-3-yl)propyl)-6-(((R)-1-hydroxy-4-methylpentan-2-yl)amino)-1,3,5-triazin-2-yl)methanesulfonamide NC1=CC=C(C=N1)[C@H](CC1=NC(=NC(=N1)N[C@@H](CO)CC(C)C)NS(=O)(=O)C)C |o1:7|